6-(N-tert-butoxycarbonyl-S-methyl-sulfonimidoyl)pyridazine-3-carboxylic acid C(C)(C)(C)OC(=O)N=S(=O)(C)C1=CC=C(N=N1)C(=O)O